N1=CC=C(C=C1)NC(C1=CC=CC=C1)=O N-pyridine-4-yl-benzamide